FC(C(=O)O)(F)F.C1N(CC12CCNCC2)C2=CC=C(C=C2)C2=CC(=C1CN(C(C1=C2)=O)C(C(=O)NC=2SC=CN2)C2=C1N(C=N2)CCC1)F 2-[6-[4-(2,7-diazaspiro[3.5]nonan-2-yl)phenyl]-4-fluoro-1-oxo-isoindolin-2-yl]-2-(6,7-dihydro-5H-pyrrolo[1,2-c]imidazol-1-yl)-N-thiazol-2-yl-acetamide, trifluoroacetic acid salt